COC(CC1C(C(CC1)(OC)OC)CCCCC)=O Methyl-2-(3,3-dimethoxy-2-pentylcyclopentyl)acetat